6-methyl-1-(4-(((6-methylpyridin-2-yl)oxy)methyl)benzyl)pyridin-2(1H)-one CC1=CC=CC(N1CC1=CC=C(C=C1)COC1=NC(=CC=C1)C)=O